COC(=O)C1(N(CCC1)C(=O)OC(C)(C)C)CCCCl 2-(3-chloropropyl)pyrrolidine-1,2-dicarboxylic acid O1-tert-butyl O2-methyl ester